O[C@@H]1[C@H](O)[C@@H](O)[C@H](O)[C@@H](O1)C(=O)[O-] beta-L-iduronate